5-[2-(3-fluoroazetidin-1-yl)ethyl]-4-(trifluoromethyl)-1H-pyridin-2-one FC1CN(C1)CCC=1C(=CC(NC1)=O)C(F)(F)F